5-((1r,3r,5s)-(3-((5-cyclopropyl-3-(2,6-dichlorophenyl)isoxazol-4-yl)methoxy)-8-azabicyclo[3.2.1]octan-8-yl)-1,3,4-oxadiazol-2-yl)benzoic acid C1(CC1)C1=C(C(=NO1)C1=C(C=CC=C1Cl)Cl)COC1C[C@H]2CC[C@@H](C1)N2C2=NN=C(O2)C=2C=CC=C(C(=O)O)C2